4'-(3,6-Diazabicyclo[3.1.1]heptan-3-yl)-2'-((tetrahydro-1H-pyrrolizin-7a(5H)-yl)methoxy)-2,3,5',8'-tetrahydro-6'H-spiro[indene-1,7'-quinazoline] C12CN(CC(N1)C2)C2=NC(=NC=1CC3(CCC21)CCC2=CC=CC=C23)OCC23CCCN3CCC2